C[C@@H]1CN(C[C@@H](O1)C)C(=O)C=1C2=C(N(N1)CC(=O)N1CCC(CC1)C1=CC(=CC=C1)CC)CCC2 2-{3-[(2R,6S)-2,6-dimethylmorpholine-4-carbonyl]-5,6-dihydrocyclopenta[c]pyrazol-1(4H)-yl}-1-[4-(3-ethylphenyl)piperidin-1-yl]ethan-1-one